tert-butyl 4-(2-methoxyacetyl)piperazine-1-carboxylate COCC(=O)N1CCN(CC1)C(=O)OC(C)(C)C